4-bromo-2-(trifluoromethyl)benzohydrazide BrC1=CC(=C(C(=O)NN)C=C1)C(F)(F)F